C(C1=CC=CC=C1)OC(=O)N[C@H](C(=O)OC(C)(C)C)[C@@H](CC=C)CN1C(C2=CC=CC=C2C1=O)=O (2S,3S)-tert-butyl 2-(benzyloxycarbonylamino)-3-((1,3-dioxoisoindolin-2-yl)methyl)hex-5-enoate